O1C(CCCC1)N1N=CC2=C(C=CC=C12)N1N=NC(=C1)CC=1N=C2N(C=C(C=C2)CO)C1 (2-((1-(1-(tetrahydro-2H-pyran-2-yl)-1H-indazol-4-yl)-1H-1,2,3-triazol-4-yl)methyl)imidazo[1,2-a]pyridin-6-yl)methanol